2-[3-(3-bromo-4-iodophenoxy)propyl]-1,3-dioxolane BrC=1C=C(OCCCC2OCCO2)C=CC1I